N-(1-(5-bromopyrimidin-2-yl)cyclopentyl)-2-methylpropane-2-sulfinamide BrC=1C=NC(=NC1)C1(CCCC1)NS(=O)C(C)(C)C